N1C=2C(=CC=C1)C=NC2 1H-pyrrolo[3,4-b]pyridine